7-(4-(4-(benzo[b]thiophen-4-yl)piperazin-1-yl)butoxy)quinolin-2-yl benzoate C(C1=CC=CC=C1)(=O)OC1=NC2=CC(=CC=C2C=C1)OCCCCN1CCN(CC1)C1=CC=CC=2SC=CC21